2-Chloro-5-{5-[(2-cyclopentyl-1-oxoisoindolin-5-yloxy)methyl](1,3,4-thiadiazol-2-yl)}benzoic acid ClC1=C(C(=O)O)C=C(C=C1)C=1SC(=NN1)COC=1C=C2CN(C(C2=CC1)=O)C1CCCC1